5-bromo-6-chloronicotinaldehyde BrC=1C(=NC=C(C=O)C1)Cl